m-acetamidotoluene C(C)(=O)NC=1C=C(C)C=CC1